NC1=NC=NC=2N(C3=C(C=C(C=C3C21)C2CC2)C)CC(=O)OC(C)(C)C tert-butyl 2-(4-amino-6-cyclopropyl-8-methyl-9H-pyrimido[4,5-b]indol-9-yl)acetate